NC1=NC=C(C(=N1)N)OC1=CC(=C(OCC#N)C=C1C(C)C)I [4-(2,4-Diamino-pyrimidin-5-yloxy)-2-iodo-5-isopropyl-phenoxy]-acetonitrile